C1(=C(C=C(C=C1)C)C)C1=NC(=NC(=N1)C1=C(C=C(C=C1)C)C)C1=C(C=C(C=C1)OCCCCCCCC)O 2-[4,6-bis(2,4-xylyl)-1,3,5-triazin-2-yl]-5-(octyloxy)-phenol